QUINAZOLINENITRILE N1=C(N=CC2=CC=CC=C12)C#N